3-((2-amino-6-(5-chloro-2-fluorophenyl)pyrimidin-4-yl)oxy)pyrrolidin NC1=NC(=CC(=N1)OC1CNCC1)C1=C(C=CC(=C1)Cl)F